CC=1N=C2N(C=C(C=C2C)C=2C=CC(=NC2CC)N2CCN(CC2)C(=O)OC(C)(C)C)C1 tert-butyl 4-[5-(2,8-dimethylimidazo[1,2-a]pyridin-6-yl)-6-ethyl-2-pyridyl]piperazine-1-carboxylate